C[GeH](N)C Dimethyl-(amino)germanium hydride